(3-((5-fluoro-2-(4-methyl-4H-1,2,4-triazol-3-yl)pyridin-4-yl)oxy)azetidin-1-yl)methanone FC=1C(=CC(=NC1)C1=NN=CN1C)OC1CN(C1)C=O